Cl.N[C@H](C(=O)OCC)CC1=CC=CC=C1 ethyl (2S)-2-amino-3-phenyl-propanoate hydrochloride